2-((5-(6-((4-cyano-2-fluorobenzyl)oxy)pyridin-2-yl)-3,3a,4,6a-tetrahydrocyclopenta[c]pyrrol-2(1H)-yl)methyl)-1-(((S)-oxetan-2-yl)methyl)-1H-benzo[d]imidazole-6-carboxylic acid C(#N)C1=CC(=C(COC2=CC=CC(=N2)C=2CC3C(CN(C3)CC3=NC4=C(N3C[C@H]3OCC3)C=C(C=C4)C(=O)O)C2)C=C1)F